FC1(CCN(CC1)C1=NC(=CC=2N1N=CN2)N)F 5-(4,4-difluoropiperidin-1-yl)-[1,2,4]triazolo[1,5-c]pyrimidin-7-amine